C1OC2=C(C(=CC=C2O1)C)C1=CC=CC=C1C methylenedioxy-6,6'-dimethylbiphenyl